N-(methyl-d3)acetamide C(NC(C)=O)([2H])([2H])[2H]